FC=1C=CC(=C(CC2(OCCO2)CC(=O)OC)C1)[N+](=O)[O-] methyl [2-(5-fluoro-2-nitrobenzyl)-1,3-dioxolan-2-yl]acetate